C(C)(C)C1=C(C(=CC(=C1)C(C)C)C(C)C)NC(=S)NC1=C(C=C(C=C1C(C)C)C(C)C)C(C)C N,N'-bis(2,4,6-triisopropylphenyl)thiourea